O[C@H]1C[C@H]2CC[C@H]3[C@@H]4CC[C@H]([C@@H](CCC(=O)O)C)[C@]4(CC[C@@H]3[C@]2(CC1)C)C 3α-hydroxy-5β-cholan-24-oic acid